C[C@H]1N(CC[C@H](C1)N(C=1N=NC(=CC1)C=1C=CC(=C2C=NNC12)C=1C=NN(C1)C1OCCCC1)C)C(=O)OC(C)(C)C (cis)-tert-butyl (2R,4R)-2-methyl-4-[methyl(6-[4-[1-(oxan-2-yl)pyrazol-4-yl]-1H-indazol-7-yl]pyridazin-3-yl)amino]piperidine-1-carboxylate